N-(tert-butyl)-4-chloro-2,3-dihydrofurano[3,2-c]pyridin-6-amine C(C)(C)(C)NC1=CC2=C(C(=N1)Cl)CCO2